6-(4-(2-(3-(2-chloro-6-methoxyphenyl)-5-cyclopropylisoxazol-4-yl)ethyl)piperazin-1-yl)-1-methyl-1H-indole-3-carboxylic acid ClC1=C(C(=CC=C1)OC)C1=NOC(=C1CCN1CCN(CC1)C1=CC=C2C(=CN(C2=C1)C)C(=O)O)C1CC1